(R)-2-(2-bromo-4-chlorophenoxy)-3-fluoropropionic acid BrC1=C(O[C@H](C(=O)O)CF)C=CC(=C1)Cl